phenyl-methyl-xanthoyl fluoride C1(=CC=CC=C1)C1=C(C=2C(C3=CC=CC=C3OC2C=C1)C(=O)F)C